3-[3-bromo-4-[(2,4-difluorobenzyl)oxy]-6-methyl-2-oxopyridin-1(2H)-yl]benzamide BrC=1C(N(C(=CC1OCC1=C(C=C(C=C1)F)F)C)C=1C=C(C(=O)N)C=CC1)=O